N-(5-((1-methyl-1H-pyrazol-3-yl)ethynyl)-8-(methylamino)-2,7-naphthyridin-3-yl)cyclopropanecarboxamide CN1N=C(C=C1)C#CC1=C2C=C(N=CC2=C(N=C1)NC)NC(=O)C1CC1